C1(CC1)C1=C(C(=NO1)C1=C(C=CC=C1Cl)Cl)CO[C@H]1[C@@H]2CN([C@H](C1)C2)C=2SC1=C(N2)C(=CC(=C1)C(=O)O)C1CCOCCC1 2-[(1S,4S,5R)-5-[[5-cyclopropyl-3-(2,6-dichlorophenyl)-1,2-oxazol-4-yl]methoxy]-2-azabicyclo[2.2.1]heptan-2-yl]-4-(oxepan-4-yl)-1,3-benzothiazole-6-carboxylic acid